C1=C(C=CC=2OC3=CC=CC=C3C3(C12)C1=CC=CC=C1OC=1C=CC=CC13)B1OC(C(O1)(C)C)(C)C 2-(9,9'-spirobi[xanthen]-2-yl)-4,4,5,5-tetramethyl-1,3,2-dioxaborolane